C(C=C)(=O)OCCCCCC[Si](OC)(OC)C acryloyloxyhexyl-methyldimethoxysilane